NC1=CC=C(N=N1)OC1CCN(CC1)C(=O)OC(C)(C)C tert-butyl 4-((6-aminopyridazin-3-yl)oxy)piperidine-1-carboxylate